CC1=CC=C(O1)S(=O)(=O)Cl 5-methylfuran-2-sulfonyl chloride